(S)-N-(1-(5-(2-methoxyquinolin-3-yl)-1H-imidazol-2-yl)-7-oxononyl)-2-(2-methyl-2-azaspiro[3.3]heptan-6-yl)acetamide COC1=NC2=CC=CC=C2C=C1C1=CN=C(N1)[C@H](CCCCCC(CC)=O)NC(CC1CC2(CN(C2)C)C1)=O